8-(6-bromo-7-chloro-2,4-dimethyl-2,3-dihydrobenzofuran-2-yl)-1,4-dioxaspiro[4.5]decane BrC1=C(C2=C(CC(O2)(C)C2CCC3(OCCO3)CC2)C(=C1)C)Cl